BrC=1C=C2C(=CN(C2=CC1)C)C(C1=CN(C2=CC=CC=C12)C)C1=CC(=C(C=C1)OC)OC 5-bromo-3-((3,4-dimethoxyphenyl)(1-methyl-1H-indol-3-yl)methyl)-1-methyl-1H-indole